The molecule is a 2-hydroxydicarboxylic acid that is malic acid substituted by methyl groups at positions 2 and 3. It derives from a malic acid. CC(C(=O)O)C(C)(C(=O)O)O